C[C@H]1CCC=2C1=NC1=C(C2NC(=O)N=[S@@](=O)(N)C=2SC=C(C2)C(C)(C)O)CC[C@H]1C (S,S,R)-N'-((3,5-dimethyl-1,2,3,5,6,7-hexa-hydrodicyclopenta[b,e]pyridin-8-yl)carbamoyl)-4-(2-hydroxypropan-2-yl)thiophene-2-sulfonimidamide